2,6-dimethyl-N-ethylbenzylamine CC1=C(CNCC)C(=CC=C1)C